Methyl 5-(2-bromopyrazolo[5,1-b]thiazole-7-carboxamido)-6-methylnicotinate BrC1=CN2C(S1)=C(C=N2)C(=O)NC=2C(=NC=C(C(=O)OC)C2)C